ClC=1C=2N(C=C(C1)S(=O)(=O)NC1(CC1)C#N)C(=NN2)C=2SC(=NN2)C(F)F 8-chloro-N-(1-cyanocyclopropyl)-3-(5-(difluoromethyl)-1,3,4-thiadiazol-2-yl)-[1,2,4]triazolo[4,3-a]pyridin-6-sulfonamide